CC=1C=C(C=C(C1)B1OC(C(O1)(C)C)(C)C)CC(CC)O 3-methyl-5-(4,4,5,5-tetramethyl-1,3,2-dioxaborolan-2-yl)phenylbutan-2-ol